9-chloro-6-((4,6-dimethyl-2-oxo-1,2-dihydropyridin-3-yl)methyl)-2-(cis-3-(dimethylamino)cyclopentyl)-2,4-dimethyl-7,8-dihydro-[1,3]dioxolo[4,5-g]isoquinolin-5(6H)-one ClC=1C=2CCN(C(C2C(=C2C1OC(O2)(C)[C@@H]2C[C@@H](CC2)N(C)C)C)=O)CC=2C(NC(=CC2C)C)=O